C(C)(C)N1C[C@@]2(C(=CC(=N2)C)C)C(C1=O)(C)C (R)-7-isopropyl-2,4,9,9-tetramethyl-1,7-diazaspiro[4.4]nona-1,3-dien-8-one